{[(4-fluorophenyl)methyl]amino}-N-{4-[(2-pyridylcarbonylamino)methyl]phenyl}carboxamide FC1=CC=C(C=C1)CNC(=O)NC1=CC=C(C=C1)CNC(=O)C1=NC=CC=C1